COC1=CC=C(CNC(=O)NC2=CC=C(C=C2)OCC2=CC=NC=C2)C=C1 1-(4-methoxybenzyl)-3-(4-(pyridin-4-ylmethoxy)phenyl)urea